Cl.CN([C@@H](CC(C(CC)=O)(C1=CC=CC=C1)C1=CC=CC=C1)C)C (R)-6-(dimethylamino)-4,4-diphenyl-3-heptanone hydrochloride